2,5,12-trihydroxy-7-methoxy-6,11-dioxo-1,2,3,4,6,11-hexahydrotetracene-2-Carboxylic acid OC1(CC2=C(C=3C(C4=CC=CC(=C4C(C3C(=C2CC1)O)=O)OC)=O)O)C(=O)O